4-((cycloheptylamino)methyl)-7,7-difluoro-N-(3-((1s,3s)-3-methyl-1-(4-methyl-4H-1,2,4-triazol-3-yl)cyclobutyl)phenyl)-6,7-dihydro-5H-cyclopenta[b]pyridine-2-carboxamide C1(CCCCCC1)NCC1=C2C(=NC(=C1)C(=O)NC1=CC(=CC=C1)C1(CC(C1)C)C1=NN=CN1C)C(CC2)(F)F